CC(CCO)(CCC)S 3-methyl-3-sulfanyl-hexan-1-ol